N1(CCOCC1)CCC(=O)C=1C(OC2=CC(=CC(=C2C1)C)C1=CC=C(C=C1)F)=O 3-(3-morpholinyl-propionyl)-5-methyl-7-(4-fluorophenyl)coumarin